N'-(2-ethyl-4-hydroxy-phenyl)-6-(4-methyl-3-pyridyl)-4-[[[(R)-pyrrolidin-2-yl]methyl]amino]pyrrolo[1,2-b]pyridazine-3-carboxamidine C(C)C1=C(C=CC(=C1)O)N=C(N)C1=C(C=2N(N=C1)C=C(C2)C=2C=NC=CC2C)NC[C@@H]2NCCC2